C(C)(C)N1C(=NC(=C1)B1OC(C(O1)(C)C)(C)C)C 1-isopropyl-2-methyl-4-(4,4,5,5-tetramethyl-1,3,2-dioxaborolan-2-yl)imidazole